C(C)(C)(C)C1=CC=C(C(=O)C2=C(C(=O)O)C=CC=C2)C=C1 2-(4'-tertiary butyl-benzoyl)benzoic acid